3-((S)-2-hydroxy-3-((S)-8-(1-methyl-2,3-dihydro-1H-pyrido[2,3-b][1,4]oxazin-7-ylsulfonyl)-1-oxa-8-azaspiro[4.5]decan-3-ylamino)propoxy)-N-methylbenzenesulfonamide O[C@H](COC=1C=C(C=CC1)S(=O)(=O)NC)CN[C@@H]1COC2(C1)CCN(CC2)S(=O)(=O)C2=CC1=C(OCCN1C)N=C2